O1C(=NC2=C1C=CC=C2)C2=CC=C(C=C2)C2=CC=C1C=CC(=CC1=C2)N(C2=CC=C(C=C2)C=2SC1=C(C2)C=CC=C1)C1=CC=C(C=C1)C=1SC2=C(N1)C=CC=C2 {7-(4-benzoxazol-2-yl-phenyl)-naphthalen-2-yl}-(4-benzothiazole-2-yl-phenyl)-(4-benzothiophen-2-yl-phenyl)amine